F[C@@]1(O[C@H]([C@@H]2OC(O[C@@H]21)=O)N2C(NC(C=C2)=O)=O)CO 1-[(3aS,4S,6R,6aR)-4-fluoro-4-(hydroxymethyl)-2-oxo-6,6a-dihydro-3aH-furo[3,4-d][1,3]dioxol-6-yl]pyrimidine-2,4-dione